C(C)(C)(C)C1=CC=C(CC(C=O)C)C=C1 4-tert-butylbenzylpropionaldehyde